CNCCCCCC(=O)OCC(CCCCCCCC)CCCCCC 2-hexyldecyl 6-(methylamino)hexanoate